2-(5-methoxy-1H-indol-3-yl)-N-(3-methoxybenzyl)-N-methylethan-1-amine COC=1C=C2C(=CNC2=CC1)CCN(C)CC1=CC(=CC=C1)OC